methyl 2-[1-(2-trimethylsilylethoxymethyl)benzimidazol-4-yl]acetate C[Si](CCOCN1C=NC2=C1C=CC=C2CC(=O)OC)(C)C